C1(=CC=CC=C1)C1=CC=C(C=C1)[C@H](C)N (1S)-1-(4-phenylphenyl)ethanamine